(3S,4R)-4-((6-bromo-5-fluoro-7-(1,1,1-trifluoropropan-2-yl)pyrrolo[2,1-f][1,2,4]triazin-2-yl)amino)tetrahydro-2H-pyran-3-ol BrC=1C(=C2C=NC(=NN2C1C(C(F)(F)F)C)N[C@H]1[C@@H](COCC1)O)F